C1(=CC=CC=C1)NC1=NC2=CC=CC=C2C=N1 2-Phenylamino-Quinazoline